ClC=1C=C2C(N(C=NC2=C(C1)C1=C(C=C(C=C1)F)C)CC1=CC(=CC(=C1)OC)OC)=O 6-chloro-3-(3,5-dimethoxybenzyl)-8-(4-fluoro-2-methylphenyl)quinazolin-4(3H)-one